CS(=O)(=O)OCC1=NOC=C1OC (4-methoxyisoxazol-3-yl)methyl methanesulfonate